2-[6-amino-5-[8-[2-[3-(4-fluoro-1-piperidyl)prop-1-ynyl]-4-pyridyl]-3,8-diazabicyclo[3.2.1]octan-3-yl]pyridazin-3-yl]phenol NC1=C(C=C(N=N1)C1=C(C=CC=C1)O)N1CC2CCC(C1)N2C2=CC(=NC=C2)C#CCN2CCC(CC2)F